methyl 4-amino-1-(tetrahydro-2H-pyran-2-yl)-1H-pyrazole-3-carboxylate NC=1C(=NN(C1)C1OCCCC1)C(=O)OC